3-(2-methyl-4-(1-(5-(trifluoromethyl)pyridin-2-yl)-1H-pyrazol-3-yl)phenyl)urea CC1=C(C=CC(=C1)C1=NN(C=C1)C1=NC=C(C=C1)C(F)(F)F)NC(N)=O